[Cl-].ClC1=CC=C(C=C1)C1=NN(CC1C1=CC=CC=C1)C(=O)NS(=O)(=O)N1CC(CCC1)(F)F (E)-3-(4-chlorophenyl)-N-((3,3-difluoropiperidin-1-yl)sulfonyl)-4-phenyl-4,5-dihydro-1H-pyrazole-1-carboxamide chloride